NCC1CC(CCC1)CN 1,3-bis-(aminomethyl)-cyclohexane